CS(=NC(C1=CC=CC=C1)=O)(CC=1N=C2N(C=CC(=C2)C2=NOC(=N2)C(F)(F)F)C1)=O N-(Methyl(oxo)((7-(5-(trifluoromethyl)-1,2,4-oxadiazol-3-yl)imidazo[1,2-a]pyridin-2-yl)methyl)-λ6-sulfaneylidene)benzamide